ClC1=CC=C(CN=C(C2=CC=CC=C2)C2=CC=CC=C2)C=C1 N-(4-chlorobenzyl)-1,1-diphenylmethanimine